3-{[2-(4-Chlorophenyl)imidazo[1,2-a]pyrimidin-3-yl]methyl}-N-(2,3-dichlorophenyl)-3,8-diaza-bicyclo[3.2.1]octan-8-carboxamid ClC1=CC=C(C=C1)C=1N=C2N(C=CC=N2)C1CN1CC2CCC(C1)N2C(=O)NC2=C(C(=CC=C2)Cl)Cl